3-fluoro-5-(1-(pyrazin-2-ylethynyl)-3-azabicyclo[3.1.0]hexan-3-yl)benzonitrile FC=1C=C(C#N)C=C(C1)N1CC2(CC2C1)C#CC1=NC=CN=C1